C1(CCCC1)C1=C(C(NC(=N1)C1=CC=NN1C)=O)I 6-cyclopentyl-5-iodo-2-(1-methyl-1H-pyrazol-5-yl)-4(3H)-pyrimidinone